COC1=CC=C(C=N1)C#N 6-methoxypyridine-3-carbonitrile